methanesulfonyl-toluene CS(=O)(=O)CC1=CC=CC=C1